C1(=CC=CC=C1)P(=CC#N)(C1=CC=CC=C1)C1=CC=CC=C1 2-(triphenyl-λ5-phosphaneylidene)acetonitrile